C(C=C)(=O)N1[C@@H](CN(C[C@@H]1C)C=1C2=C(N(C(N1)=O)C=1C(=NC=CC1C)C(C)C)N=C(C(=C2)F)C2=C(C=CC=C2O)F)C (M)-4-(4-propenoyl-cis-3,5-dimethylpiperazin-1-yl)-6-fluoro-7-(2-fluoro-6-hydroxyphenyl)-1-(2-isopropyl-4-methylpyridin-3-yl)pyrido[2,3-d]pyrimidin-2(1H)-one